(E)-2-benzyl-3-iodoacrolein C(C1=CC=CC=C1)/C(/C=O)=C\I